3-(2-hydroxyacetamido)cyclohexane-1-carboxamide OCC(=O)NC1CC(CCC1)C(=O)N